NC1=NC=NN2C1=C(C=C2C=2C=NN(C2)C2CCN(CC2)C)C2=CC(=C(C=C2)NC(OC(C)(C)C)=O)OC tert-Butyl (4-(4-amino-7-(1-(1-methylpiperidin-4-yl)-1H-pyrazol-4-yl)pyrrolo[2,1-F][1,2,4]triazin-5-yl)-2-methoxyphenyl)carbamate